N,6-diphenyl-7-p-toluenesulfonyl-7H-pyrrolo[2,3-d]pyrimidin-4-amine C1(=CC=CC=C1)NC=1C2=C(N=CN1)N(C(=C2)C2=CC=CC=C2)S(=O)(=O)C2=CC=C(C)C=C2